6-[2-(chloromethyl)imidazo[1,2-a]pyridin-6-yl]-N-(cyclobutylmethyl)pyridin-2-amine ClCC=1N=C2N(C=C(C=C2)C2=CC=CC(=N2)NCC2CCC2)C1